COC1=CC=C2C(C(N(C2=C1)C)=O)=O 6-methoxy-1-methylindole-2,3-dione